C(CCCCCCC)OC(=O)NCC1(CC(CC(C1)(C)C)NC(OCCCCCCCC)=S)C octyl 3-(octyloxycarbonylamino-methyl)-3,5,5-trimethylcyclohexylthiocarbamate